1-methyl-4-(4-(octyloxy)phenyl)pyridin-1-ium iodide [I-].C[N+]1=CC=C(C=C1)C1=CC=C(C=C1)OCCCCCCCC